C(C)C1CCC(CC1)C1=NC(=NO1)N1CCC2=CC(=CC=C12)C=O 1-(5-((1r,4r)-4-ethylcyclohexyl)-1,2,4-oxadiazol-3-yl)-2,3-dihydroindole-5-carbaldehyde